2-chloro-5-(methoxymethoxy)-4-methyl-pyridine ClC1=NC=C(C(=C1)C)OCOC